5-iodo-N-(1-(3-methoxypropyl)-1H-pyrazol-4-yl)pyrimidin-2-amine IC=1C=NC(=NC1)NC=1C=NN(C1)CCCOC